COCC=1C=CC(=C(C1)NC=O)O N-(5-methoxymethyl-2-hydroxyphenyl)formamide